tetrahydro-6-(3-penten-1-yl)-2H-pyran-2-one C(CC=CC)C1CCCC(O1)=O